OC[C@@]1([C@@H]2CCC([C@@H]([C@]2(CCC1)C)CC/C(=C/CO)/C)=C)C (E)-5-[(1S,4aR,5S,8aR)-5-(hydroxymethyl)-5,8a-dimethyl-2-methylidene-3,4,4a,6,7,8-hexahydro-1H-naphthalen-1-yl]-3-methylpent-2-en-1-ol